COCC(CCC(C)C)(CC)COC 5,5-bis(methoxymethyl)-2-methylheptane